(Z)-3-bromo-5-((dimethylamino)methylene)furo[3,4-b]Pyridin-7(5H)-one BrC=1C=C/2C(=NC1)C(O\C2=C/N(C)C)=O